COC=1C=CC=C2NC=C(CCNCC=C)C12 4-methoxy-N-allyltryptamine